BrC=1C=C(C=CC1)C(C(=O)OC)(CCCC1(CC1)CSCCO)C Methyl 2-(3-bromophenyl)-5-(1-(((2-hydroxyethyl)thio)methyl)cyclopropyl)-2-methylpentanoate